3-Amino-6-methoxy-N-(3,3,3-trifluoro-2-hydroxy-2-(trifluoromethyl)propyl)-5-(trifluoro-methyl)picolinamide NC=1C(=NC(=C(C1)C(F)(F)F)OC)C(=O)NCC(C(F)(F)F)(C(F)(F)F)O